COC(=O)C=1C=CC2=C(N(C(=N2)C(C)C2CCN(CC2)C2=NC(=CC=C2)OCC2=C(C=C(C=C2)C#N)F)C[C@H]2OCC2)C1 2-(1-(1-(6-((4-cyano-2-fluorobenzyl)oxy)pyridin-2-yl)piperidin-4-yl)ethyl)-1-(((S)-oxetan-2-yl)methyl)-1H-benzo[d]imidazole-6-carboxylic acid methyl ester